S(O)(O)(=O)=O.CN1C=NC=C1 N-methyl-imidazole bisulfate